N1(C=NC=C1)CC1OCCO1 (imidazol-1-ylmethyl)-1,3-dioxolan